C(C)OC(=O)C=1C=NN(C1C(F)(F)F)C1=CC=NC=C1 1-(pyridin-4-yl)-5-(trifluoromethyl)-1H-pyrazole-4-carboxylic acid ethyl ester